ClC1=CC=C(C=C1)C1=C(CC(CC1)(C)C)CN1CCN(CC1)C1=CC=C(C(=O)NS(=O)(=O)CCCCCCCC(=O)O)C=C1 8-[[4-[4-[[2-(4-chlorophenyl)-5,5-dimethyl-cyclohexen-1-yl]methyl]piperazin-1-yl]benzoyl]sulfamoyl]octanoic acid